(S)-N-(2-amino-1-(3-chlorophenyl)-ethyl)-1-(5-methyl-2-((tetrahydro-2H-pyran-4-yl)amino)-pyrimidin-4-yl)-1H-imidazole-4-carboxamide hydrochloride salt Cl.NC[C@H](C1=CC(=CC=C1)Cl)NC(=O)C=1N=CN(C1)C1=NC(=NC=C1C)NC1CCOCC1